BrC1=CN=C2C=CC(=NC2=C1)CC(=O)C1=C(C=CC(=C1)Cl)F 2-(7-bromo-1,5-naphthyridin-2-yl)-1-(5-chloro-2-fluorophenyl)ethan-1-one